C(CCCC)[Cu] amyl-copper